((R)-2-((S)-2-((S)-2-amino-3-(1-trityl-1H-imidazol-4-yl)propanamido)-6-octanamidohexanamido)-3-(4-(trifluoromethyl)phenyl)propanoyl)-L-tyrosine N[C@H](C(=O)N[C@H](C(=O)N[C@@H](C(=O)N[C@@H](CC1=CC=C(C=C1)O)C(=O)O)CC1=CC=C(C=C1)C(F)(F)F)CCCCNC(CCCCCCC)=O)CC=1N=CN(C1)C(C1=CC=CC=C1)(C1=CC=CC=C1)C1=CC=CC=C1